C(CCCCCCCCC)N(C(CCCCCCCN(C(CN(C)C)=O)CCCCCCCC(=O)N(CCCCCCCCCC)CCCCCCCCCC)=O)CCCCCCCCCC N,N-didecyl-8-(N-(8-(didecylamino)-8-oxooctyl)-2-(dimethylamino)acetamido)octanamide